2-fluoro-3-methyl-5-(4,4,5,5-tetramethyl-1,3,2-dioxaborolan-2-yl)-4-(trifluoromethyl)aniline tert-butyl-4-(3-methyl-2-oxo-3-(trifluoromethyl)indolin-5-yl)piperidine-1-carboxylate C(C)(C)(C)OC(=O)N1CCC(CC1)C=1C=C2C(C(NC2=CC1)=O)(C(F)(F)F)C.FC1=C(N)C=C(C(=C1C)C(F)(F)F)B1OC(C(O1)(C)C)(C)C